2-(4-((3-(5-Ethyl-6-formyl-4-oxo-7-propyl-4,5-dihydro-3H-pyrrolo[3,2-d]pyrimidin-2-yl)-4-propoxyphenyl)sulfonyl)piperazin-1-yl)ethylnitrat C(C)N1C(=C(C=2N=C(NC(C21)=O)C=2C=C(C=CC2OCCC)S(=O)(=O)N2CCN(CC2)CCO[N+](=O)[O-])CCC)C=O